N1CC12CNCC2 1,5-diazaspiro[2.4]heptane